CC1=CC(=CN1S(=O)(=O)C)C(=O)N1[C@@H](CC1)C(=O)NC=1SC=C(N1)C=1C=C(C=CC1)C1=CC(=CC=C1)S(N)(=O)=O (S)-1-(5-methyl-1-(methylsulfonyl)-1H-pyrrole-3-carbonyl)-N-(4-(3'-sulfamoyl-[1,1'-biphenyl]-3-yl)thiazol-2-yl)azetidine-2-carboxamide